(2-[8-(ethoxydimethylsilyl)octoxy]-5-hydroxyphenyl)trimethylphosphonium bromide [Br-].C(C)O[Si](CCCCCCCCOC1=C(C=C(C=C1)O)[P+](C)(C)C)(C)C